tert-butyl methyl-glycinate CNCC(=O)OC(C)(C)C